2'-[(1,1'-biphenyl)-4,4'-diylbis(oxy)]diethanol C1(=CC=C(C=C1)OCCO)C1=CC=C(C=C1)OCCO